2-Amino-7-fluoro-4-(5-fluoro-3-((S)-7-((propan-2-yl-1,1,1,3,3,3-d6)amino)-5-azaspiro[2.4]heptan-5-yl)-7,9-dihydrofuro[3,4-f]quinazolin-6-yl)thieno[3,2-c]pyridine-3-carbonitrile NC1=C(C=2C(=NC=C(C2S1)F)C=1C2=C(C=3C=NC(=NC3C1F)N1CC3(CC3)[C@@H](C1)NC(C([2H])([2H])[2H])C([2H])([2H])[2H])COC2)C#N